C(=CC)[C@H]1C([C@@H]1C(=O)OCC1=C(C(=C(C(=C1F)F)C)F)CCC)(C)C 4-methyl-2-(1-propyl)-3,5,6-trifluorobenzyl (1R)-trans-3-(1-propenyl)-2,2-dimethylcyclopropanecarboxylate